C(C)(C)(C)OC(=O)N(C1(CC1)C(=O)O)C 1-((tert-butoxycarbonyl)(methyl)amino)cyclopropanecarboxylic acid